C(C=C)(=O)N1C[C@@H](N(CC1)C1CN(C1)C1=CC(=NC(=C1C#N)C(F)(F)F)N1CCC(CC1)C1=C(C=NN1C)C)CO (R)-4-(3-(4-acryloyl-2-(hydroxymethyl)piperazin-1-yl)azetidin-1-yl)-6-(4-(1,4-dimethyl-1H-pyrazol-5-yl)piperidin-1-yl)-2-(trifluoromethyl)nicotinonitrile